C(C1=CC=CC=C1)NC1=NC=CC(=N1)N1CCCC1 N-Benzyl-4-(pyrrolidin-1-yl)pyrimidin-2-amine